NC1=NC=CC=C1C1=NC=2C(=NC(=CC2C)N2N=CC=C2)N1C=1C=C2CC[C@@H](C2=CC1)NC(C1=C(C(=C(C(=C1)C=O)O)F)F)=O (S)-N-(5-(2-(2-aminopyridin-3-yl)-7-methyl-5-(1H-pyrazol-1-yl)-3H-imidazo[4,5-b]pyridin-3-yl)-2,3-dihydro-1H-inden-1-yl)-2,3-difluoro-5-formyl-4-hydroxybenzamide